N-(2-(5,6-difluoro-1H-indol-3-yl)ethyl)-N-ethylpropane-1-amine FC=1C=C2C(=CNC2=CC1F)CCN(CCC)CC